4-(7-{[2-(trimethylsilyl)ethoxy]methyl}-7H-pyrrolo[2,3-d]pyrimidin-4-yl)-1H-pyrazol-3-amine C[Si](CCOCN1C=CC2=C1N=CN=C2C=2C(=NNC2)N)(C)C